ClC=1C=C(C2=C(C=C(O2)CNC(=O)C=2C(=NC=NC2)OC)C1)C(=O)O 5-Chloro-2-((4-methoxypyrimidine-5-carboxamido)methyl)benzofuran-7-carboxylic acid